1-(difluoromethyl)-N-[4-[(6,7-dimethoxy-1,5-naphthyridin-4-yl)oxy]-3-fluorophenyl]-5-(4-fluorophenyl)-6-methyl-4-oxopyridine-3-carboxamide FC(N1C=C(C(C(=C1C)C1=CC=C(C=C1)F)=O)C(=O)NC1=CC(=C(C=C1)OC1=CC=NC2=CC(=C(N=C12)OC)OC)F)F